1-[3-(2-methoxyethoxy)-4-phenoxyphenyl]-3-(3-methoxyphenyl)urea COCCOC=1C=C(C=CC1OC1=CC=CC=C1)NC(=O)NC1=CC(=CC=C1)OC